(S)-1-(6-(3-methyl-1H-pyrrolo[2,3-b]pyridin-5-yl)-8-(morpholine-3-yl)-3,4-dihydroisoquinolin-2(1H)-yl)ethan-1-one CC1=CNC2=NC=C(C=C21)C=2C=C1CCN(CC1=C(C2)[C@@H]2NCCOC2)C(C)=O